fluoro-3-oxanonane FCCOCCCCCC